OC=1C(=C(N=NC1)SC1=NC=C(C=C1)C(F)(F)F)C(=N)N hydroxy-3-{[5-(trifluoromethyl)pyridin-2-yl]sulfanyl}pyridazine-4-carboxamidine